β,β-dideutero-N,N-dimethyltryptamine [2H]C(CN(C)C)(C1=CNC2=CC=CC=C12)[2H]